FC1=CC=C(C=C1)C1=CC=NC2=CC=C(C=C12)OCCN[C@@H](CC(C)C)C(=O)NC=O 2-(4-(4-fluorophenyl)quinolin-6-yloxy)ethyl-N-formyl-L-leucine amide